C12(CC3CC(CC(C1)C3)C2)CN2C[C@@H]3[C@H](C2)CC(C3)COC=3N=NC(=CC3)C=3C(=NN(C3)C)C (3aR,6aS)-2-(1-adamantylmethyl)-5-[[6-(1,3-dimethylpyrazol-4-yl)pyridazin-3-yl]oxymethyl]-3,3a,4,5,6,6a-hexahydro-1H-cyclopenta[c]pyrrole